C(C)(C)(C)N(C(O)=O)C(CO)(CO)CO.ClC1=C(C=CC=C1)C(C)=O 1-(2-chlorophenyl)ethan-1-one tert-butyl-1,3-dihydroxy-2-(hydroxymethyl)propan-2-ylcarbamate